methyl naphthalenedicarboxylate (methyl naphthalate) CC1=C(C2=CC=CC=C2C=C1)C(=O)O.C=1(C(=CC=C2C=CC=CC12)C(=O)O)C(=O)OC